4-(5-((2-chloro-3-methylphenyl)amino)-1H-pyrazolo[3,4-c]pyridin-1-yl)-N-methylthiophene-2-carboxamide ClC1=C(C=CC=C1C)NC=1C=C2C(=CN1)N(N=C2)C=2C=C(SC2)C(=O)NC